4-[4-cyano-2-({[(2'R,4S)-6-(3-methyl-1,2,4-oxadiazol-5-yl)-2,3-dihydrospiro[chromen-4,1'-cyclopropan]-2'-yl]carbonyl}amino)phenyl]butanoic acid C(#N)C1=CC(=C(C=C1)CCCC(=O)O)NC(=O)[C@H]1[C@]2(C1)CCOC1=CC=C(C=C12)C1=NC(=NO1)C